tert-Butyl 2-{4-[5-chloro-2-(1,3,4-oxadiazol-2-yl)phenyl]-5-methoxy-2-oxopyridin-1(2H)-yl}-4-methoxybutanoate ClC=1C=CC(=C(C1)C1=CC(N(C=C1OC)C(C(=O)OC(C)(C)C)CCOC)=O)C=1OC=NN1